CN(CC(=O)NC1=CC(=C(C=C1)NC1=NNC(=C1)C1=CC(=C(C=C1)O)F)C)C 2-(dimethylamino)-N-(4-((5-(3-fluoro-4-hydroxyphenyl)-1H-pyrazol-3-yl)amino)-3-methylphenyl)acetamid